CC=1C=CC(=NC1)C1=CC2=C(N=CN=C2NCC=2C=NC(=CC2)C)N=C1 6-(5-methylpyridin-2-yl)-N-((6-methylpyridin-3-yl)methyl)pyrido[2,3-d]pyrimidin-4-amine